4-fluoro-2-(2,2,2-tri-fluoroethyl)-aniline FC1=CC(=C(N)C=C1)CC(F)(F)F